NC1=C2C(=NC=N1)N(N=C2C2=CC=C(C=C2)OC2=CC=CC=C2)C2CCN(CC2)C(CCCCCCCSC2=C1C(N(C(C1=CC(=C2)F)=O)C2C(NC(CC2)=O)=O)=O)=O 4-((8-(4-(4-amino-3-(4-phenoxyphenyl)-1H-pyrazolo[3,4-d]pyrimidin-1-yl)piperidin-1-yl)-8-oxooctyl)thio)-2-(2,6-dioxopiperidin-3-yl)-6-fluoroisoindoline-1,3-dione